N1C=C(C2=CC=CC=C12)C1N=C(C=2N(C1)C=CC2)C2=CC(=C(C(=C2)OC)OC)OC (1H-indol-3-yl)-1-(3,4,5-trimethoxyphenyl)-3,4-dihydropyrrolo[1,2-a]pyrazine